(2R,4S)-N2-(5-((+)-1-amino-3-cyclopropyl-1-(pyridin-4-yl)propyl)-2-fluorophenyl)-N1-(5-chloropyridin-2-yl)-4-hydroxy-4-phenylpyrrolidine-1,2-dicarboxamide NC(CCC1CC1)(C1=CC=NC=C1)C=1C=CC(=C(C1)NC(=O)[C@@H]1N(C[C@](C1)(C1=CC=CC=C1)O)C(=O)NC1=NC=C(C=C1)Cl)F